(6S)-11-fluoro-6-isopropyl-2-methoxy-3-(3-methoxypropoxy)-10-oxo-5h,6h-pyrido[1,2-h]1,7-naphthyridine-9-carboxylic acid FC=1C(C(=CN2[C@@H](CC=3C=C(C(=NC3C21)OC)OCCCOC)C(C)C)C(=O)O)=O